COC1=CC=C2C3=C(NC2=C1)C[C@@H]1N(CC3)CCC1 (R)-9-methoxy-1,2,3,5,6,11,12,12a-octahydropyrrolo[1',2':1,2]azepino[4,5-b]indole